(S)-8-(3-(2-Amino-3-chloropyridin-4-yl)-1H-pyrazolo[3,4-b]pyrazin-6-yl)-2-oxa-8-azaspiro[4.5]decan-4-amine NC1=NC=CC(=C1Cl)C1=NNC2=NC(=CN=C21)N2CCC1([C@@H](COC1)N)CC2